C(C)(C)(C)OC(N[C@@H](C)C1=CC=C(C=C1)C#N)=O (S)-(1-(4-cyanophenyl)ethyl)carbamic acid tert-butyl ester